C(CCC)C1NCCC2=CC(=CC=C12)NC1=NC=C(C(=N1)C=1C=NN(C1)C(C)C)C butyl-N-(4-(1-isopropyl-1H-pyrazol-4-yl)5-methylpyrimidin-2-yl)-1,2,3,4-tetrahydroisoquinolin-6-amine